1-(cyclopentylmethyl)-3-(4-fluorophenyl)-2,4-dioxo-1,2,3,4-tetrahydropyrimidine-5-carboxylic acid ethyl ester C(C)OC(=O)C=1C(N(C(N(C1)CC1CCCC1)=O)C1=CC=C(C=C1)F)=O